N-[(3R)-1-(4-hydroxy-2-methylpyrido[3,4-d]pyrimidin-6-yl)pyrrolidin-3-yl]acetamide OC=1C2=C(N=C(N1)C)C=NC(=C2)N2C[C@@H](CC2)NC(C)=O